N-((1S)-2-((4-(2-Methoxy-1-((S)-2-oxo-4-(trifluoromethyl)imidazolidin-1-yl)ethyl)pyridin-2-yl)amino)-1-((1r,4S)-4-methylcyclohexyl)-2-oxoethyl)-3-methyl-picolinamide COCC(N1C(N[C@@H](C1)C(F)(F)F)=O)C1=CC(=NC=C1)NC([C@H](C1CCC(CC1)C)NC(C1=NC=CC=C1C)=O)=O